(S)-(1-fluoro-3-(2-(1-(isoxazol-5-ylmethyl)-7-methyl-1H-indol-2-yl)-3-methyl-8-oxo-3,5,6,8-tetrahydro-7H-imidazo[4,5-b][1,6]naphthyridin-7-yl)propan-2-yl)carbamic acid tert-butyl ester C(C)(C)(C)OC(N[C@H](CF)CN1C(C=2C=C3C(=NC2CC1)N(C(=N3)C=3N(C1=C(C=CC=C1C3)C)CC3=CC=NO3)C)=O)=O